C(C)C=1C=C2C(=NC1OC)C=CN2 6-ethyl-5-methoxy-1H-pyrrolo[3,2-b]pyridine